(3R,4S)-3-amino-1-(N-(azetidin-3-yl)-N-(cyclopropylmethyl)sulfamoyl)-4-(3-boronopropyl)pyrrolidine-3-carboxylic acid, 2,2,2-trifluoroacetic acid salt FC(C(=O)O)(F)F.N[C@]1(CN(C[C@@H]1CCCB(O)O)S(N(CC1CC1)C1CNC1)(=O)=O)C(=O)O